indazol-6(7H)-one N1N=CC=2C=CC(CC12)=O